(S)-ethyl 2-(tert-butoxy)-2-(7-(4-chlorophenyl)-5-methyl-2-(1-methyl-3-(2-oxa-6-azaspiro[3.3]heptan-6-yl)-1H-indazol-5-yl)benzo[d]thiazol-6-yl)acetate C(C)(C)(C)O[C@H](C(=O)OCC)C1=C(C2=C(N=C(S2)C=2C=C3C(=NN(C3=CC2)C)N2CC3(COC3)C2)C=C1C)C1=CC=C(C=C1)Cl